4-((1R,5S)-3,8-diazabicyclo[3.2.1]octan-3-yl)-7-(2-cyclopropylphenyl)-8-fluoro-2-((2-fluorotetrahydro-1H-pyrrolizin-7a(5H)-yl)methoxy)pyrido[4,3-d]pyrimidine [C@H]12CN(C[C@H](CC1)N2)C=2C1=C(N=C(N2)OCC23CCCN3CC(C2)F)C(=C(N=C1)C1=C(C=CC=C1)C1CC1)F